2-(cyclopropylamino)benzonitrile C1(CC1)NC1=C(C#N)C=CC=C1